C(C)OC(\C=C/[Sn](CCCC)(CCCC)CCCC)=O (Z)-3-tributylstannylacrylic acid ethyl ester